5,10,15,20-tetrakis(4-aminophenyl)porphyrin tert-butyl-4-(4-aminophenyl)-1,4-diazepane-1-carboxylate C(C)(C)(C)C1N(CCCN(C1)C1=CC=C(C=C1)N)C(=O)O.NC1=CC=C(C=C1)C=1C2=CC=C(N2)C(=C2C=CC(C(=C3C=CC(=C(C=4C=CC1N4)C4=CC=C(C=C4)N)N3)C3=CC=C(C=C3)N)=N2)C2=CC=C(C=C2)N